(R)-6'-hydroxy-3'-((methoxyamino)methyl)-2',4',6'-trimethylspiro[cyclopropane-1,5'-inden]-7'(6'H)-one O[C@@]1(C2(C(=C3C(=C(C=C3C1=O)C)CNOC)C)CC2)C